The molecule is an O(4)-glycosyl-L-hydroxyproline that is cis-L-hydroxylproline glycosylated by a beta-L-Araf moiety. It is an O(4)-glycosyl-L-hydroxyproline, a monosaccharide derivative, a L-proline derivative and a non-proteinogenic L-alpha-amino acid. It derives from a cis-4-hydroxy-L-proline. It is a tautomer of a 4-O-(beta-L-Araf)-cis-L-Hyp zwitterion. C1[C@@H](CN[C@@H]1C(=O)O)O[C@@H]2[C@@H]([C@H]([C@@H](O2)CO)O)O